(S)-2-(4-(6-((5-cyano-3-fluorothiophen-2-yl)methoxy)pyridin-2-yl)-2,5-difluorobenzyl)-1-(4,4-dimethyltetrahydrofuran-3-yl)-1H-benzo[d]imidazole-6-carboxylic acid C(#N)C1=CC(=C(S1)COC1=CC=CC(=N1)C1=CC(=C(CC2=NC3=C(N2[C@@H]2COCC2(C)C)C=C(C=C3)C(=O)O)C=C1F)F)F